7-methoxy-1,9-dimethyl-6-(pyridine-4-yl)-9H-pyrido[3,4-b]indole COC1=C(C=C2C3=C(N(C2=C1)C)C(=NC=C3)C)C3=CC=NC=C3